1-(pyridin-2-yl)-1H-pyrazole N1=C(C=CC=C1)N1N=CC=C1